3-[3-(5-benzylpyrimidin-2-yl) azetidin-1-yl]-6-(1-methyl-1H-pyrazol-4-yl)pyrazolo[1,5-a]pyridineGERANYL ISOBUTYRATE ((E)-3,7-dimethylocta-2,6-dien-1-yl 2-methylpropanoate) C\C(=C/CC(C(=O)O)(C)C)\CCC=C(C)C.C(C(C)C)(=O)OC\C=C(/C)\CC\C=C(\C)/CC1=NN2C(C=CC(=C2)C=2C=NN(C2)C)=C1N1CC(C1)C1=NC=C(C=N1)CC1=CC=CC=C1